methyl 4-bromo-2-((2-bromo-6-iodo-3-(methoxymethoxy)pyridin-4-yl)oxy)butanoate BrCCC(C(=O)OC)OC1=C(C(=NC(=C1)I)Br)OCOC